C[C@H]1N(CCN(C1)CC(N1CCCCC1)=O)CC=1C=CC2=C(C(=NO2)N2C(NC(CC2)=O)=O)C1 (R)-1-(5-((2-methyl-4-(2-oxo-2-(piperidin-1-yl)ethyl)piperazin-1-yl)methyl)benzo[d]isoxazol-3-yl)dihydropyrimidine-2,4(1H,3H)-dione